FC1=CC=C(C=C1)C(CN1CCN(CC1)C(=O)C1=NN(C(=C1)C1=CC=CC=C1)C1=CC=C(C=C1)OC)=O 1-(4-Fluoro-phenyl)-2-{4-[1-(4-methoxy-phenyl)-5-phenyl-1H-pyrazole-3-carbonyl]-piperazin-1-yl}-ethanone